F[B-](F)(F)F.ClC1=[N+](C(=CC=C1)Cl)F 2,6-dichloro-1-fluoropyridinium tetrafluoroborate